COC(=O)C=1C=C(C=C2C=NN(C12)CC=1N=NC(=CC1)Cl)Cl 5-chloro-1-((6-chloropyridazin-3-yl)methyl)-1H-indazole-7-carboxylic acid methyl ester